FC1=C(C(=CC(=C1)F)F)C(CCCCC)O 1-(2,4,6-trifluorophenyl)hexan-1-ol